CN([C@@H]1CC[C@H](CC1)C1(OC=2C(=C(C=3CCNC(C3C2C)=O)C=2OC(=CC2)C)O1)C)C 2-(trans-4-(dimethylamino)cyclohexyl)-2,4-dimethyl-9-(5-methylfuran-2-yl)-7,8-dihydro-[1,3]dioxolo[4,5-g]isoquinolin-5(6H)-one